FC1(C(CC1)(F)F)C(F)(F)F 1,2,2-TRIFLUORo-1-TRIFLUORoMETHYLCYCLOBUTAN